C(C)(C)OC=1C(=NC(=NC1)C1=C(C=CC=C1)C(C)C)N(CC1=CC=C(C=C1)C=1N(C=C(N1)C(F)(F)F)C)C 5-Isopropoxy-2-(2-isopropylphenyl)-N-methyl-N-(4-(1-methyl-4-(trifluoromethyl)-1H-imidazol-2-yl)benzyl)pyrimidin-4-amine